C(=C)OC1(CC2=CC[C@H]3[C@@H]4CC[C@H](C(C)=O)[C@]4(CC[C@@H]3[C@]2(CC1)C)C)OC=C Pregn-5-ene-3,20-dione divinyl ketal